C(#N)C1=C(OC2=CC=CC(=N2)S(=O)(=O)NC(=O)C=2C(=NC=CC2)N2C(CC(C2)C)(C)C)C=CC=C1 N-[[6-(2-Cyanophenoxy)-2-pyridyl]sulfonyl]-2-(2,2,4-trimethylpyrrolidin-1-yl)pyridin-3-carboxamid